(R)-1-(2,3-difluorophenyl)ethan-1-ol FC1=C(C=CC=C1F)[C@@H](C)O